6-(5-Chloro-2-thienyl)pyrazolo[4,3-b]pyridin ClC1=CC=C(S1)C=1C=C2C(=NC1)C=NN2